CC(CCCCCC(=O)OC=C)C vinyl 7-methyloctanoate